BrC=1C(=C(C(=CC1)F)[C@H]1CC=2N(C(NC2C)=S)C1)F (R)-6-(3-bromo-2,6-difluorophenyl)-1-methyl-2,5,6,7-tetrahydro-3H-pyrrolo[1,2-c]imidazole-3-thione